(S)-N-((S)-(4-chloro-2-methoxyphenyl)(4-fluorophenyl)methyl)-2-oxooxazolidine-5-carboxamide ClC1=CC(=C(C=C1)[C@@H](NC(=O)[C@@H]1CNC(O1)=O)C1=CC=C(C=C1)F)OC